(S)-2-hydroxy-6-((4-(2-(2-hydroxyethyl)nicotinyl)morpholin-3-yl)methoxy)benzaldehyde benzenesulfonate C1(=CC=CC=C1)S(=O)(=O)O.OC1=C(C=O)C(=CC=C1)OC[C@H]1N(CCOC1)CC1=C(N=CC=C1)CCO